5-methyl-4H-1,2,4-triazol CC=1NC=NN1